CC1=C(OC(=C1)CN1C(C(=C(C=C1C)OCC1=C(C=C(C=C1)F)F)Br)=O)C(=O)O Methyl-5-{[3-bromo-4-[(2,4-difluorobenzyl)oxy]-6-methyl-2-oxopyridin-1(2H)-yl]methyl}-2-furoic acid